CC1=C(C2=CC=CC=C2C(=C1)OCC(CCCC)CC)OCC(CCCC)CC 2-methyl-1,4-bis(2-ethylhexyloxy)naphthalene